1-(2-(dimethylamino)ethyl)-2-methyl-1,5,6,7,8,9-hexahydrocyclohepta[b]pyrrolo[3,2-e]pyridin-4-amine CN(CCN1C(=CC=2C(=C3C(=NC21)CCCCC3)N)C)C